tridecan-1,13-diyl bis(2-hexyldecanoate) C(CCCCC)C(C(=O)OCCCCCCCCCCCCCOC(C(CCCCCCCC)CCCCCC)=O)CCCCCCCC